N[C@@H]1[C@H](CCCCCC1)C1=C(C2=NC(=CC(=C2S1)NCC=1SC=CC1)Cl)Br 2-((1s,2s)-2-aminocyclooctyl)-3-bromo-5-chloro-N-(thiophen-2-ylmethyl)thieno[3,2-b]pyridin-7-amine